2-(difluoromethoxy)-N-[(1R,2S)-2-fluorocyclopropyl]-4-[6-(3-hydroxy-3-methylbutan-2-yl)oxypyrazolo[1,5-a]pyrimidin-3-yl]-6-methoxybenzamide FC(OC1=C(C(=O)N[C@H]2[C@H](C2)F)C(=CC(=C1)C=1C=NN2C1N=CC(=C2)OC(C)C(C)(C)O)OC)F